N,N-dimethylaminomethyl methacrylate C(C(=C)C)(=O)OCN(C)C